2-[(R)-3-methylmorpholin-4-yl]-8-[2-(tetrahydropyran-2-yl)-2H-pyrazol-3-yl]-[1,7]naphthyridin-4-ol C[C@H]1N(CCOC1)C1=NC2=C(N=CC=C2C(=C1)O)C=1N(N=CC1)C1OCCCC1